AMINOISOQUINOLONE NC=1NC(C2=CC=CC=C2C1)=O